1-((1r,2r)-2-hydroxy-4,4-dimethyl-1,2,3,4-tetrahydronaphthalen-1-yl)-3-(3-methyl-6-phenyl-5'-(trifluoromethyl)-[2,3'-bipyridin]-5-yl)urea O[C@H]1[C@@H](C2=CC=CC=C2C(C1)(C)C)NC(=O)NC=1C=C(C(=NC1C1=CC=CC=C1)C=1C=NC=C(C1)C(F)(F)F)C